4-amino-N-(2-propanyl)-N-((6-(trifluoromethyl)-3-pyridazinyl)methyl)-1,3-dihydrofuro[3,4-c][1,7]naphthyridine-8-carboxamide NC1=NC=2C=NC(=CC2C2=C1COC2)C(=O)N(CC=2N=NC(=CC2)C(F)(F)F)C(C)C